2,4-dichloro-6-methylthieno[3,2-d]pyrimidine ClC=1N=C(C2=C(N1)C=C(S2)C)Cl